(3R)-3-[3-[4-[4-[4-[3-amino-6-(2-hydroxyphenyl)pyridazin-4-yl]pyrazol-1-yl]-1-piperidyl]cyclohexyl]-N-methyl-anilino]piperidine-2,6-dione NC=1N=NC(=CC1C=1C=NN(C1)C1CCN(CC1)C1CCC(CC1)C=1C=C(N(C)[C@H]2C(NC(CC2)=O)=O)C=CC1)C1=C(C=CC=C1)O